tert-butyltriethylene glycol C(C)(C)(C)C(COCCOCCO)O